3-(but-3-ynyl)-1,2,3,4-tetrahydroquinazoline-2,4-dione C(CC#C)N1C(NC2=CC=CC=C2C1=O)=O